NC1=C(C=C(C=N1)C=1C=C(C(=O)N)C=CC1)C1=CC(=C(C(=C1)OC)OC)OC 3-[6-amino-5-(3,4,5-trimethoxyphenyl)-3-pyridyl]benzamide